2-Cyclohexylsulfonyl-2-azabicyclo[2.2.1]heptane-3-carboxylic acid C1(CCCCC1)S(=O)(=O)N1C2CCC(C1C(=O)O)C2